ClC1=CC(=C(C=C1)NC1=NNC(=C1)C1=CC=C(C=C1)Cl)C N-(4-chloro-2-methylphenyl)-5-(4-chlorophenyl)-1H-pyrazol-3-amine